NCCOCCOCCNC=1C(=C(C(=O)NC2=NN(C(=C2)C)C)C=CC1)C 3-((2-(2-(2-aminoethoxy)ethoxy)ethyl)amino)-N-(1,5-dimethyl-1H-pyrazol-3-yl)-2-methylbenzamide